cobalt bis(triphenylphosphine) dibromide [Br-].[Br-].C1(=CC=CC=C1)P(C1=CC=CC=C1)C1=CC=CC=C1.C1(=CC=CC=C1)P(C1=CC=CC=C1)C1=CC=CC=C1.[Co+2]